C(C=C)(=O)N1[C@H](COC2(CC2)C1)C1=CC(=NC(=C1)Cl)C1=CC(=NC(=C1)F)C(=O)NC (S)-4-(7-acryloyl-4-oxa-7-azaspiro[2.5]octan-6-yl)-6-chloro-6'-fluoro-N-methyl-[2,4'-bipyridine]-2'-carboxamide